C(CC\C=C\CCCC)(=O)O (E)-4-nonenoic acid